(S)-N-(4-(4'-acetyl-[1,1'-biphenyl]-3-yl)thiazol-2-yl)-1-(1-(methylsulfonyl)-1H-pyrrole-3-carbonyl)pyrrolidine-2-carboxamide C(C)(=O)C1=CC=C(C=C1)C1=CC(=CC=C1)C=1N=C(SC1)NC(=O)[C@H]1N(CCC1)C(=O)C1=CN(C=C1)S(=O)(=O)C